C(CCC)OC1=CC=C(C=C1)[C@H](CC(=O)O)C#CC (3S)-3-(4-Butoxyphenyl)hex-4-ynoic acid